3-methyl-3-hexanol CC(CC)(CCC)O